vinylmethoxy-dioctyloxysilane C(=C)CO[SiH](OCCCCCCCC)OCCCCCCCC